C(#N)C1=C(C=C2N(CCN(C2=C1)C1=C2C=C(C(N(C2=CC(=C1)OC)C)=O)C)C)N1CCC(CC1)C(=O)O 1-(7-cyano-1-(7-methoxy-1,3-dimethyl-2-oxo-1,2-dihydro-quinolin-5-yl)-4-methyl-1,2,3,4-tetrahydroquinoxalin-6-yl)piperidine-4-carboxylic acid